BrC1=C2C(C(N(C2=CC(=C1)C(=O)OC)CC1=CC=C(C=C1)OC)=O)(CC=O)CC=O methyl 4-bromo-1-(4-methoxybenzyl)-2-oxo-3,3-bis(2-oxoethyl)-indoline-6-carboxylate